CO[NH2+]C1=CC=CC=C1 methoxyphenylammonium